C(C)(C)(C)OC(=O)N1CCN(CC1)C1=NC=C(C=N1)N1C=NC2=CC=C(C=C2C1=O)O.NC=1C=CC(=NC1)C(C(C)(C1=NC=C(C=N1)C)C)=O 1-(5-Aminopyridin-2-yl)-2-methyl-2-(5-methylpyrimidin-2-yl)propan-1-one tert-butyl-4-[5-(6-hydroxy-4-oxo-quinazolin-3-yl)pyrimidin-2-yl]piperazine-1-carboxylate